NC([C@H](CCC(=O)OC(C)(C)C)NC(C1=C(C(=CC=C1)OCC1=CC=C(C=C1)CN1CCN(CC1)C1=C(C=C(C=C1)C#N)F)[N+](=O)[O-])=O)=O Tert-butyl (S)-5-amino-4-(3-((4-((4-(4-cyano-2-fluorophenyl) piperazin-1-yl) methyl) benzyl) oxy)-2-nitrobenzamido)-5-oxopentanoate